4-cyano-3-(4-fluorophenylsulfonyl)-2-hydroxy-2-methyl-3-(trifluoromethyl)propanamide C(#N)C1(CC=C(C=C1)S(=O)(=O)C(C(C(=O)N)(C)O)C(F)(F)F)F